benzyl-6-(4-fluorophenyl)-2,2,4-trimethyl-N-pentylpiperazine-1-carboxamide hydrochloride 5-(4-fluorophenyl)-3,3-dimethyl-4-(pentylcarbamoyl)piperazine-1-carboxylate FC1=CC=C(C=C1)C1N(C(CN(C1)C(=O)O)(C)C)C(NCCCCC)=O.Cl.C(C1=CC=CC=C1)C1C(N(C(CN1C)C1=CC=C(C=C1)F)C(=O)NCCCCC)(C)C